O1C(OCC1)C=1C(=C(C=CC1)C1N(CCC1)C(=O)OC(C)(C)C)OC1=C(C=2N=C(N=CC2C(=N1)N1[C@H](CC1)C)S(=O)C)F tert-butyl 2-(3-(1,3-dioxolan-2-yl)-2-((8-fluoro-5-((S)-2-methylazetidin-1-yl)-2-(methyl sulfinyl)pyrido[4,3-d]pyrimidin-7-yl)oxy)phenyl)pyrrolidine-1-carboxylate